ClC=1C=C(C(=NC1)N1C([C@@H](N(C(C1)=O)CC1=CC=C(C=C1)F)C12CC(C1)(C2)O)=O)F (S)-1-(5-chloro-3-fluoropyridin-2-yl)-4-(4-fluorobenzyl)-3-(3-hydroxybicyclo[1.1.1]pentan-1-yl)piperazine-2,5-dione